C(C)(C)(C)S(=O)NC(C(C)(C)C)C1=CC=C(C=C1)S(=O)(=O)N 4-(1-((tert-butylsulfinyl)amino)-2,2-dimethylpropyl)benzenesulfonamide